2,2',2''-(10-(2-(methylamino)-2-oxoethyl)-1,4,7,10-tetraazacyclododecane-1,4,7-triyl)-triacetate gadolinium (III) [Gd+3].CNC(CN1CCN(CCN(CCN(CC1)CC(=O)[O-])CC(=O)[O-])CC(=O)[O-])=O